6-Fluoro-4-(4-fluorophenyl)-N-((1-isopropylpyrrolidin-3-yl)methyl)-3,4-dihydroquinoxaline-1(2H)-carboxamide FC=1C=C2N(CCN(C2=CC1)C(=O)NCC1CN(CC1)C(C)C)C1=CC=C(C=C1)F